(E)-3-(4-(2-(4-(3-Cyano-4-(4-cyano-3-fluorophenyl)-5-(3-hydroxy-4-methoxyphenyl)pyridin-2-yl)piperazin-1-yl)ethyl)phenyl)-N-hydroxyacrylamide hydrochloride Cl.C(#N)C=1C(=NC=C(C1C1=CC(=C(C=C1)C#N)F)C1=CC(=C(C=C1)OC)O)N1CCN(CC1)CCC1=CC=C(C=C1)/C=C/C(=O)NO